CC=1C=C(C=C(C1)C)C1=CC(=CC(=C1)C)C 3,3',5,5'-TETRAMETHYL-1,1'-BIPHENYL